TRANS,TRANS-2,4-DODECADIENAL C(\C=C\C=C\CCCCCCC)=O